tert-butyl (2R,3S)-2-(3-((2-amino-3,4-dichlorophenyl)amino)propyl)-3-((tert-Butyldimethylsilyl)oxy)piperidine-1-carboxylate NC1=C(C=CC(=C1Cl)Cl)NCCC[C@H]1N(CCC[C@@H]1O[Si](C)(C)C(C)(C)C)C(=O)OC(C)(C)C